tert-butyl 6-(4-nitrophenyl)-2,6-diazaspiro[3.3]heptane-2-carboxylate [N+](=O)([O-])C1=CC=C(C=C1)N1CC2(CN(C2)C(=O)OC(C)(C)C)C1